BrC1=CC(=CC2=C1N(C=N2)CCCNC)Cl 3-(7-bromo-5-chloro-benzimidazol-1-yl)-N-methyl-propan-1-amine